Lithium sulfur isopropyl 4-(3-(3-fluoro-4-(2-oxo-2-(4-((2S,3R,4R,5R)-2,3,4,5,6-pentahydroxyhexyl)piperazin-1-yl)ethyl)phenoxy)propyl)piperidine-1-carboxylate FC=1C=C(OCCCC2CCN(CC2)C(=O)OC(C)C)C=CC1CC(N1CCN(CC1)C[C@@H]([C@H]([C@@H]([C@@H](CO)O)O)O)O)=O.[S].[Li]